5-(2,3-dihydrobenzo[1,4]dioxin-6-yl)-N,3-diphenyl-4,5-dihydro-1h-pyrazole-1-thioamide O1CCOC2=C1C=CC(=C2)C2CC(=NN2C(NC2=CC=CC=C2)=S)C2=CC=CC=C2